FC1=C(C=CC(=C1C(=O)C1=CNC2=NC=C(C=C21)C2=CC=C(C=C2)C(F)(F)F)F)NS(=O)(=O)CCC N-(2,4-difluoro-3-(5-(4-(trifluoromethyl)phenyl)-1H-pyrrolo[2,3-b]pyridine-3-carbonyl)phenyl)propane-1-sulfonamide